CN(C(=O)NC1CN(CC1)C)C1=CC=2OC(C(=CC2S1)C(=O)O)=O 2-(1-methyl-3-(1-methylpyrrolidin-3-yl)ureido)-5-oxo-5H-thieno[3,2-b]pyran-6-carboxylic acid